FC=1C2=C(C(=NC1)C)CC(C2)NCCCC2=CN(C(O2)=O)C2=NC1=C(OCC(N1)=O)N=C2 6-[5-[3-[(4-Fluoro-1-methyl-6,7-dihydro-5H-cyclopenta[c]pyridin-6-yl)amino]propyl]-2-oxo-1,3-oxazol-3-yl]-4H-pyrazino[2,3-b][1,4]oxazin-3-one